N1-(3-((4-(4-bromophenyl)piperazin-1-yl)methyl)-4-(trifluoromethyl)phenyl)-N1,N2,N2-trimethylethan-1,2-diamine BrC1=CC=C(C=C1)N1CCN(CC1)CC=1C=C(C=CC1C(F)(F)F)N(CCN(C)C)C